P([O-])([O-])Br bromophosphite